4-((6-bromo-1-(tetrahydro-2H-pyran-2-yl)-1H-indazol-4-yl)oxy)-4-methylpiperidine-1-carboxylic acid tert-butyl ester C(C)(C)(C)OC(=O)N1CCC(CC1)(C)OC1=C2C=NN(C2=CC(=C1)Br)C1OCCCC1